N,N-diethyl-4-((1-(morpholine-4-carbonyl)-3-azabicyclo[3.1.1]heptan-3-yl)sulfonyl)benzenesulfonamide C(C)N(S(=O)(=O)C1=CC=C(C=C1)S(=O)(=O)N1CC2(CC(C1)C2)C(=O)N2CCOCC2)CC